C(CCC)C1=C(N(C2=CC=CC=C12)C(C=1OC2=C(C1NS(=O)(=O)C1=CC=C(C=C1)C)C=CC=C2)C2=CC=CC=C2)C (+)-N-(2-((3-Butyl-2-methyl-1H-indol-1-yl)(phenyl)methyl)benzofuran-3-yl)-4-methylbenzenesulfonamide